5-fluoro-1-propyl-1H-indole-3-carbaldehyde FC=1C=C2C(=CN(C2=CC1)CCC)C=O